C(C)N1CCN(CC1)C1=CN=C2C=CC(=NC2=C1)C=1C(=NNC1)C1=NC(=CC=C1)C 7-(4-ethylpiperazin-1-yl)-2-[3-(6-methyl-2-pyridyl)-1H-pyrazol-4-yl]-1,5-naphthyridine